n-butylpropionate CCCCOC(=O)CC